(2S,7aS)-2-chlorotetrahydro-1H-pyrrolizin Cl[C@H]1CC2=CCCN2C1